tert-butyl (5S)-5-(tert-butylsulfonamido)-3-fluoro-spiro[5,7-dihydro-cyclopenta[b]pyridine-6,4'-piperidine]-1'-carboxylate C(C)(C)(C)S(=O)(=O)N[C@@H]1C=2C(=NC=C(C2)F)CC12CCN(CC2)C(=O)OC(C)(C)C